O=C1NC(CCC1N1C(C2=CC=C(C=C2C1=O)F)=O)=O 2-(2,6-dioxo-piperidin-3-yl)-5-fluoro-2,3-dihydro-1H-isoindole-1,3-dione